4-(((2-chloro-7-(8-ethyl-7-fluoro-3-(methoxymethoxy)naphthalen-1-yl)-8-fluoropyrido[4,3-d]pyrimidin-4-yl)amino)methyl)pyrrolidin-2-one ClC=1N=C(C2=C(N1)C(=C(N=C2)C2=CC(=CC1=CC=C(C(=C21)CC)F)OCOC)F)NCC2CC(NC2)=O